NC1=C(N=CN1C1=CC=C(C=C1)Cl)C(=O)OCC ethyl 5-amino-1-(p-chlorophenyl)-1H-imidazole-4-carboxylate